C(#N)N1C[C@]2(CCC2C1)NC(=O)C=1SC(=CN1)C1=C(C=CC=C1)OC1=CC=C(C=C1)F N-((1R)-3-Cyano-3-azabicyclo[3.2.0]heptan-1-yl)-5-(2-(4-fluorophenoxy)phenyl)thiazol-2-carboxamid